[C@@H]12[C@@H](C[C@@H](CC1)C2)NC(CN2C(C=CC=C2)=O)=O 1-(2-((1R,2R,4S)-bicyclo[2.2.1]heptan-2-ylamino)-2-oxoethyl)-2-oxo-1,2-dihydropyridin